ethyl 6-(bromomethyl)-4-(2-chloro-4-fluorophenyl)-2-(thiazol-2-yl)-1,4-dihydropyrimidine-5-carboxylate BrCC1=C(C(N=C(N1)C=1SC=CN1)C1=C(C=C(C=C1)F)Cl)C(=O)OCC